tert-butyl (5-fluoro-2-methyl-4-(4,4,5,5-tetramethyl-1,3,2-dioxaborolan-2-yl)benzyl)carbamate FC=1C(=CC(=C(CNC(OC(C)(C)C)=O)C1)C)B1OC(C(O1)(C)C)(C)C